FC1=C(OC2=NC(=NN2C)C2=CC=C(C=NNC(NC3=C(C=CC=C3)C(C)C)=S)C=C2)C=CC(=C1)OC(F)(F)F 2-(4-{5-[2-Fluoro-4-(trifluoromethoxy)phenoxy]-1-methyl-1H-1,2,4-triazol-3-yl}benzyliden)-N-(2-isopropylphenyl)hydrazincarbothioamid